3-((3-(5-(7H-pyrrolo[2,3-d]pyrimidin-4-yl)pyridin-2-yl)-3,6-diazabicyclo[3.1.1]heptan-6-yl)methyl)phenol N1=CN=C(C2=C1NC=C2)C=2C=CC(=NC2)N2CC1N(C(C2)C1)CC=1C=C(C=CC1)O